(S)-N-(3,5-dichloro-4-(2,6-dioxopiperidin-3-yl)benzyl)-2-methyl-2-(pyrimidin-2-yl)propanamide ClC=1C=C(CNC(C(C)(C2=NC=CC=N2)C)=O)C=C(C1[C@H]1C(NC(CC1)=O)=O)Cl